ClC1=C(C(=NN1)C1=CC=CC=C1)C=O 5-CHLORO-3-PHENYL-1H-PYRAZOLE-4-CARBALDEHYDE